(4-chlorophenyl)-3,3-di(methylthio)prop-2-en-1-one ClC1=CC=C(C=C1)C(C=C(SC)SC)=O